BrC1=C(N(C2=NC=C3C(=C21)N(C(N3C)=O)C(C)C)S(=O)(=O)C3=CC=CC=C3)C=3C=NN(C3)CC(C)(C)O 8-bromo-7-(1-(2-hydroxy-2-methylpropyl)-1H-pyrazol-4-yl)-1-isopropyl-3-methyl-6-(phenylsulfonyl)-3,6-dihydroimidazo[4,5-d]pyrrolo[2,3-b]pyridin-2(1H)-one